NC1CN(CCC1)C1=C(C=NC=2NCCCC12)NC(=O)C1=NC(=C(C=C1)F)C1=C(C=CC=C1F)F N-{4-[3-aminopiperidin-1-yl]-5,6,7,8-tetrahydro-1,8-naphthyridin-3-yl}-6-(2,6-difluorophenyl)-5-fluoropyridine-2-carboxamide